ClC1=NN(C=C1C1=NC=CC(=N1)NC=1N=CC2=C(C=CC(=C2C1)C(C)C)N1[C@@H]([C@H](C1)CS(=O)(=O)C)C)CC1OCC1 N-(2-(3-chloro-1-(oxetan-2-ylmethyl)-1H-pyrazol-4-yl)pyrimidin-4-yl)-5-isopropyl-8-((2r,3s)-2-methyl-3-((methylsulfonyl)methyl)azetidin-1-yl)isoquinolin-3-amine